O=C1N(CC2=CC=C(C=C12)O[C@@H]1CN(CC1)CC=1C=C2C=CC=NC2=CC1)C1C(NC(CC1)=O)=O 3-(1-Oxo-6-(((S)-1-(quinolin-6-ylmethyl)pyrrolidin-3-yl)oxy)isoindolin-2-yl)piperidine-2,6-dione